OCC=1C=C(C=CC1C)[C@H](CC(=O)OCC)C1=CC2=C(N(N=N2)C)C(=C1)OC ethyl (S)-3-(3-(hydroxymethyl)-4-methylphenyl)-3-(7-methoxy-1-methyl-1H-benzo[d][1,2,3]triazol-5-yl)propanoate